1-methyl-N-[4-(trifluoromethoxy)phenyl]Indazole-3-carboxamide CN1N=C(C2=CC=CC=C12)C(=O)NC1=CC=C(C=C1)OC(F)(F)F